3-Nitro-[1,1'-biphenyl]-4-amine [N+](=O)([O-])C=1C=C(C=CC1N)C1=CC=CC=C1